N(=[N+]=[N-])CC1=CC=C(C[C@H](N)C(=O)O)C=C1 p-azidomethyl-L-phenylalanine